CC1=C(SC(=C1)C1(OCCO1)C)C(=O)OC methyl 3-methyl-5-(2-methyl-1,3-dioxolan-2-yl)thiophene-2-carboxylate